(S)-2-(tert-butoxy)-2-(7-(4-chlorophenyl)-5-methyl-2-(1-methyl-3-(2-oxa-6-azaspiro[3.3]heptan-6-yl)-1H-indazol-5-yl)benzo[d]thiazol-6-yl)acetic acid C(C)(C)(C)O[C@H](C(=O)O)C1=C(C2=C(N=C(S2)C=2C=C3C(=NN(C3=CC2)C)N2CC3(COC3)C2)C=C1C)C1=CC=C(C=C1)Cl